5-chloro-6-fluoro-2,3-dihydro-1H-inden-2-amine hydrochloride Cl.ClC=1C=C2CC(CC2=CC1F)N